N-(4-(5-bromothiophen-2-yl)thiazol-2-yl)-4-((3,5-dimethylisoxazol-4-yl)methoxy)benzamide lithium sulfur lithium [Li].[S].[Li].BrC1=CC=C(S1)C=1N=C(SC1)NC(C1=CC=C(C=C1)OCC=1C(=NOC1C)C)=O